3-isocyanobenzoyl chloride [N+](#[C-])C=1C=C(C(=O)Cl)C=CC1